C(CC)N(C(=N)N)CC propyl-ethylguanidine